C1(CC1)NC(C1=CC(=C(C=C1)NC1=CC=NC2=CC(=CC=C12)C(F)F)OC)=O N-cyclopropyl-4-((7-(difluoro-methyl)quinolin-4-yl)-amino)-3-methoxy-benzamide